(Z)-3-((3,5-dimethyl-1H-pyrrol-2-yl)methylene)-N-(2-hydroxyethyl)-2-oxo-N-(prop-2-yn-1-yl)-1-((tetrahydro-2H-pyran-4-yl)methyl)indole-6-carboxamide CC1=C(NC(=C1)C)\C=C\1/C(N(C2=CC(=CC=C12)C(=O)N(CC#C)CCO)CC1CCOCC1)=O